1-(tetrahydro-2H-pyran-4-yl)pyrimidine-2,4,6(1H,3H,5H)-trione O1CCC(CC1)N1C(NC(CC1=O)=O)=O